3-((S)-3-((R)-8-(3-chloro-2-methyl-1H-pyrrolo[2,3-b]pyridin-5-ylsulfonyl)-1-oxa-8-azaspiro[4.5]dec-3-ylamino)-2-hydroxypropoxy)-N-methylbenzenesulfonamide ClC1=C(NC2=NC=C(C=C21)S(=O)(=O)N2CCC1(C[C@H](CO1)NC[C@@H](COC=1C=C(C=CC1)S(=O)(=O)NC)O)CC2)C